NC=1C2=C(N=CN1)N(C=C2C=2SC1=C(C2)C=CC(=C1)OC)C1CN(C1)C(C=C)=O 1-(3-(4-amino-5-(6-methoxybenzothiophen-2-yl)-7H-pyrrolo[2,3-d]pyrimidin-7-yl)azetidin-1-yl)prop-2-en-1-one